C(#N)C1=C(OC(C(=O)N[C@@H]2[C@H](CN(CC2)C(=O)OC(C)(C)C)C)(F)F)C=CC=C1 tert-butyl (3S,4S)-4-(2-(2-cyanophenoxy)-2,2-difluoroacetamido)-3-methylpiperidine-1-carboxylate